ClC1=NC=CC=C1C(CC)(F)F 2-Chloro-3-(1,1-difluoropropyl)pyridine